N-(3-(but-3-yn-2-yloxy)-4-methoxybenzyl)-5-fluoro-2-morpholinobenzamide CC(C#C)OC=1C=C(CNC(C2=C(C=CC(=C2)F)N2CCOCC2)=O)C=CC1OC